[(1S*,3S*)-3-hydroxycyclopentyl]carbamate O[C@@H]1C[C@H](CC1)NC([O-])=O |o1:1,3|